OCC1=C(N=C2C(=N1)N(C(=N2)C2=C(C=C(C=C2C)C(F)(F)F)O)C)OC 2-[6-(Hydroxymethyl)-5-methoxy-1-methyl-imidazo[4,5-b]pyrazin-2-yl]-3-methyl-5-(trifluoromethyl)phenol